BrC1=C(C=CC=2SC=CC21)C 4-bromo-5-methylbenzo[b]thiophene